C(CCC)C1=CC=C(C(=O)OC=2C3=CC=CC=C3C(=C3C=CC=CC23)OC(C2=CC=C(C=C2)CCCC)=O)C=C1 9,10-bis(4-butylbenzoyloxy)anthracene